dichloro[1,3-bis(2,6-di-4-heptylphenyl)imidazol-2-ylidene](3-chloropyridyl)palladium (II) Cl[Pd-3](C1=NC=CC=C1Cl)(=C1N(C=CN1C1=C(C=CC=C1C(CCC)CCC)C(CCC)CCC)C1=C(C=CC=C1C(CCC)CCC)C(CCC)CCC)Cl